NC[C@@]1([C@@H]2CCN(C[C@H]12)C1=CN=C2C(=N1)NN=C2C2=CC1=C(C(NS1(=O)=O)=O)C=C2)C2=C(C=CC=C2)F 6-(6-((1S,6R,7R)-7-(aminomethyl)-7-(2-fluorophenyl)-3-azabicyclo[4.1.0]heptan-3-yl)-1H-pyrazolo[3,4-b]pyrazin-3-yl)benzo[d]isothiazol-3(2H)-one 1,1-dioxide